COC(=O)C=1C=C2C(=CN=CC2=C(C1)OC)OC 4,8-Dimethoxyisoquinoline-6-carboxylic acid methyl ester